COC=1C(=CC(=CC1)C=1C=NN(C1)C)[N+](=O)[O-] 5-methoxy-2-(1-methyl-1H-pyrazol-4-yl)-4-nitrobenzene